3-(4-chlorophenyl)-1-(4-sulfamoyl-phenyl)-2-pyrazoline ClC1=CC=C(C=C1)C1=NN(CC1)C1=CC=C(C=C1)S(N)(=O)=O